(2E)-3-(1H-imidazol-4-yl)-N-[(pyrimidin-5-yl)methyl]prop-2-enamide N1C=NC(=C1)/C=C/C(=O)NCC=1C=NC=NC1